5-(N-(2-(5-Chlorothien-2-yl)ethyl)sulfamoyl)-3-methylbenzofuran-2-carboxylic acid ethyl ester C(C)OC(=O)C=1OC2=C(C1C)C=C(C=C2)S(NCCC=2SC(=CC2)Cl)(=O)=O